xylenesulfonic acid (Ditosylate) S(=O)(=O)(O)C1=CC=C(C)C=C1.S(=O)(=O)(O)C1=CC=C(C)C=C1.C1(C(C=CC=C1)C)(C)S(=O)(=O)O